(S)-2-((4-(6-((2-ethylbenzo[d]oxazol-6-yl)methoxy)pyridin-2-yl)piperidine-1-yl)methyl)-1-(oxetan-2-ylmethyl)-1H-benzo[d]imidazole-6-carboxylic acid C(C)C=1OC2=C(N1)C=CC(=C2)COC2=CC=CC(=N2)C2CCN(CC2)CC2=NC1=C(N2C[C@H]2OCC2)C=C(C=C1)C(=O)O